L-o-chlorophenoxyglycine ClC1=C(ONCC(=O)O)C=CC=C1